C(C)(C)(C)N1C(NC2=CC(=CC=C2C1=O)OC)=O 3-(tert-butyl)-7-methoxyquinazoline-2,4(1H,3H)-dione